5,6-Diphenoxy-4,7-bis[5-(2,5-dimethylphenyl)-2-thienyl]benzo[c]1,2,5-thiadiazol O(C1=CC=CC=C1)C1=C(C=2C(=NSN2)C(=C1OC1=CC=CC=C1)C=1SC(=CC1)C1=C(C=CC(=C1)C)C)C=1SC(=CC1)C1=C(C=CC(=C1)C)C